CC1(C(C2C(C=C(CC2CC1)C)C)O)C 1,2,3,4,4a,5,8,8a-octahydro-2,2,6,8-tetramethyl-1-naphthalenol